7-[(8aR)-hexahydropyrrolo[1,2-a]pyrazin-2(1H)-yl]-2-(2-methyl-1,3-benzothiazol-6-yl)-4H-pyrido[1,2-a]pyrimidin-4-one C1[C@@H]2N(CCN1C=1C=CC=3N(C(C=C(N3)C3=CC4=C(N=C(S4)C)C=C3)=O)C1)CCC2